2-Amino-4-(3-(3-(difluoromethyl)-4-(dimethylamino)pyrrolidin-1-yl)-5-fluoro-7,9-dihydrofuro[3,4-f]quinazolin-6-yl)-7-fluorothieno[3,2-c]pyridine-3-carbonitrile NC1=C(C=2C(=NC=C(C2S1)F)C=1C2=C(C=3C=NC(=NC3C1F)N1CC(C(C1)N(C)C)C(F)F)COC2)C#N